O=C(N1C=NC2=C1C=CC(=C2)C(=O)O)C2CCC2 1-(oxocyclobutane-2-ylmethyl)-1H-benzo[d]imidazole-5-carboxylic acid